C(C)(C)N(C(C)C)CC=1C(=CC(=C(C(=O)OC)C1)C)C1=CC(=NC=C1F)OC methyl 5-((diisopropylamino)methyl)-4-(5-fluoro-2-methoxypyridin-4-yl)-2-methylbenzoate